BrCCCC1=CC2=C([Se]C(=C2)C(CCC(=O)OCC)=O)C=C1OC ethyl 4-(5-(3-bromopropyl)-6-methoxybenzo[b]selenophen-2-yl)-4-oxobutyrate